(amidino)-[N-(4-piperidinyl)-L-proline] C(N)(=N)[C@@]1(N(CCC1)C1CCNCC1)C(=O)O